2-(7-(cyclopropylmethylamino)-2-(1H-pyrazol-5-yl)thieno[3,2-b]pyridin-5-ylamino)ethanol C1(CC1)CNC1=C2C(=NC(=C1)NCCO)C=C(S2)C2=CC=NN2